8-(3-(amino(2-(2-hydroxypropan-2-yl)thiazol-5-yl)(oxo)-λ6-sulfaneylidene)ureido)-1,2,3,5,6,7-hexahydrodicyclopenta[b,e]pyridine 4-oxide NS(=NC(NC1=C2C(=[N+](C3=C1CCC3)[O-])CCC2)=O)(=O)C2=CN=C(S2)C(C)(C)O